FC1=C(C=CC(=C1)F)C1=CN=C(N1)[C@H](C)NC(=O)[C@H](CC(N1[C@H](CCCC1)C(F)(F)F)=O)NC(CCC(C)C)=O N-[(1S)-1-[[(1S)-1-[5-(2,4-difluorophenyl)-1H-imidazol-2-yl]ethyl]carbamoyl]-3-oxo-3-[(2R)-2-(trifluoromethyl)-1-piperidyl]propyl]-4-methyl-pentanamide